ethyl 8-chloro-7-iodo-2-methylimidazo[1,2-a]pyridine-3-carboxylate ClC=1C=2N(C=CC1I)C(=C(N2)C)C(=O)OCC